tert-butyl (2'S)-2'-methyl-2-(1,1,2,2-tetrafluoroethyl)spiro[4,5-dihydrothieno[2,3-c]pyran-7,4'-piperidine]-1'-carboxylate C[C@@H]1N(CCC2(C1)OCCC1=C2SC(=C1)C(C(F)F)(F)F)C(=O)OC(C)(C)C